C(C)(C)(C)OC(=O)N1CC2N(CC1)C(CNC2)=O 6-oxohexahydro-1H-pyrazino[1,2-a]pyrazine-2(6H)-carboxylic acid tert-butyl ester